C(C1=CC(O)=C(O)C(O)=C1)(=O)C(=O)[C@](O)([C@@](O)([C@H](O)[C@H](O)C(O)C(C1=CC(O)=C(O)C(O)=C1)=O)C(C1=CC(O)=C(O)C(O)=C1)=O)C(C1=CC(O)=C(O)C(O)=C1)=O 1,2,3,6-Tetragalloylglucose